5-hydroxymethylfuranformate OCC1=CC=C(O1)C(=O)[O-]